4-(4-Bromophenyl)-2-(((E)-(9-benzyl-β-carbolin-3-yl)methylene)hydrazino)-2,3-dihydrothiazole BrC1=CC=C(C=C1)C=1NC(SC1)N/N=C/C=1N=CC=2N(C3=CC=CC=C3C2C1)CC1=CC=CC=C1